2,3-dimethyl-6-[(2R)-2-(1-methyl-1H-pyrazol-4-yl)morpholin-4-yl]-8-(2,4,5-trifluorophenyl)-3H,4H-pyrimido[5,4-d][1,3]diazin-4-one CC=1N(C(C2=C(N1)C(=NC(=N2)N2C[C@H](OCC2)C=2C=NN(C2)C)C2=C(C=C(C(=C2)F)F)F)=O)C